5-[2-(pyridin-2-yl)-5H,6H,7H-cyclopenta[d]pyrimidin-4-yl]-2-oxa-5-azabicyclo[2.2.1]heptane N1=C(C=CC=C1)C=1N=C(C2=C(N1)CCC2)N2C1COC(C2)C1